N1(CCOCC1)C1CCC(CC1)N1N=C(C=C1)O 1-[(1r,4r)-4-(morpholin-4-yl)cyclohexyl]-1H-pyrazol-3-ol